FC(C(=O)O)(C(C(C(C(C(C(F)(F)F)(F)F)(F)F)(F)F)(F)F)(F)F)F.FC(C(=O)O)(C(C(C(C(C(C(F)(F)F)(F)F)(F)F)(F)F)(F)F)(F)F)F perfluorooctanoic acid, perfluorooctanoic acid salt